C(OC(C)(C)CC)(=O)O[O-] tert-amyl peroxy-carbonate